2-(2-phenylthiazol-4-yl)-5-(methylsulfanyl)-1,3,4-oxadiazole C1(=CC=CC=C1)C=1SC=C(N1)C=1OC(=NN1)SC